C[C@@H](C1=CC=C(C=C1)[N+](=O)[O-])N (S)-(-)-alpha-methyl-4-nitro-benzylamine